N-(3-chloro-4-methylphenyl)-3-(3-((1-(2,6-dioxopiperidin-3-yl)-2,5-dioxo-2,5-dihydro-1H-pyrrol-3-yl)amino)phenyl)pentanamide 2-ethylhexanoate zinc [Zn+2].C(C)C(C(=O)[O-])CCCC.ClC=1C=C(C=CC1C)NC(CC(CC)C1=CC(=CC=C1)NC=1C(N(C(C1)=O)C1C(NC(CC1)=O)=O)=O)=O.C(C)C(C(=O)[O-])CCCC